OC1=C(C(=O)C2=CC=CC=C2)C=CC(=C1)OCCCCCCCC Hydroxy-4-n-octoxybenzophenone